OC1(CCN(CC1)C(=O)OC(C)(C)C)C(=O)OC 1-tert-butyl 4-methyl 4-hydroxypiperidine-1,4-dicarboxylate